NC1=CC(=C(C=C1)O)COC 4-amino-2-methoxymethylphenol